FC(C=1C=C2C(=NC1)N=C(N2)C2(CCC2)C2=CC=C(C(=O)N)C=C2)(F)F 4-{1-[6-(trifluoromethyl)-1H-imidazo[4,5-b]pyridin-2-yl]cyclobutyl}benzamid